2-Hydroxy-N,N,N-trimethylethan-1-aminium (2-((S)-1-(2,3-difluorobenzyl)-5-oxopyrrolidin-2-yl)acetyl)-L-valinate FC1=C(CN2[C@@H](CCC2=O)CC(=O)N[C@@H](C(C)C)C(=O)[O-])C=CC=C1F.OCC[N+](C)(C)C